4-Chloro-2-(((1R,5S,6S)-6-(6-((4-cyano-2-fluorobenzyl)oxy)pyridin-2-yl)-3-azabicyclo[3.1.0]hexan-3-yl)methyl)-1-(((S)-oxetan-2-yl)methyl)-1H-benzo[d]imidazole-6-carboxylic acid ClC1=CC(=CC=2N(C(=NC21)CN2C[C@H]1C([C@H]1C2)C2=NC(=CC=C2)OCC2=C(C=C(C=C2)C#N)F)C[C@H]2OCC2)C(=O)O